C(C)(C)(C)O[C@@H]([C@H](N)C(=O)O)C L-O-tert-butyl-threonine